C(N)(OC(C1=CC=C(C=C1)C1=NN(C(C2=CC=CC=C12)=O)CC1=CC=C(C=C1)F)C(C)(C)C)=O (tert-butyl 4-(3-(4-fluorobenzyl)-4-oxo-3,4-dihydro-phthalazin-1-yl) benzyl) carbamate